(R)-7-(4-(1-(2,2-difluoro-1-(4-fluorophenyl)propyl)-1H-pyrazol-4-yl)-5-fluoro-pyrimidin-2-yl)-2-(2,5-dimethyl-1H-pyrrol-1-yl)-6-fluoro-[1,2,4]triazolo[1,5-a]pyridine FC([C@@H](C1=CC=C(C=C1)F)N1N=CC(=C1)C1=NC(=NC=C1F)C1=CC=2N(C=C1F)N=C(N2)N2C(=CC=C2C)C)(C)F